FC1=C(C=CC(=C1)C)C=1NC(=CC1C(=O)NCCNC)C1=C2C(=NC=C1)NC=C2 2-(2-fluoro-4-methylphenyl)-N-[2-(methylamino)ethyl]-5-(1H-pyrrolo[2,3-b]pyridin-4-yl)-1H-pyrrole-3-carboxamide